C(C)(=O)N1CCC(CC1)N1CC(C1)N1N=C(C(=C1)NC(C1=NC(=CC=C1)C=1C=NN(C1)CC(F)(F)F)=O)C(F)F N-(1-(1-(1-acetylpiperidin-4-yl)azetidin-3-yl)-3-(difluoromethyl)-1H-pyrazol-4-yl)-6-(1-(2,2,2-trifluoroethyl)-1H-pyrazol-4-yl)-2-picolinamide